(1,3-bis(diphenylphosphino)propane) palladium chloride [Pd](Cl)Cl.C1(=CC=CC=C1)P(CCCP(C1=CC=CC=C1)C1=CC=CC=C1)C1=CC=CC=C1